NCCOC=1C(=CC(=NC1)C)C1=CC=2N(C=C1)N=C(C2)NC2=NC(=NC(=C2)C)C 5-[5-(2-aminoethoxy)-2-methyl-4-pyridyl]-N-(2,6-dimethylpyrimidin-4-yl)pyrazolo[1,5-a]pyridin-2-amine